N-methyl-2-(1-methylpyrazol-4-yl)oxy-ethanamine CNCCOC=1C=NN(C1)C